5-(3'-{[(3R)-2-[(phenylmethoxy)carbonyl]-3-methyl-7-oxo-9-oxa-2,6-diazaspiro[4.5]dec-1-yl]methyl}-2'-fluoro-[1,1'-biphenyl]-2-yl)pent-4-ynoic acid C1(=CC=CC=C1)COC(=O)N1C(C2(C[C@H]1C)NC(COC2)=O)CC=2C(=C(C=CC2)C2=C(C=CC=C2)C#CCCC(=O)O)F